C(OC1=CC=CC=C1)(OC1=CC=C(C=C1)OC(F)(F)F)=O Phenyl (4-(trifluoromethoxy)phenyl) carbonate